NC1=NC=C(C#N)C(=C1)N1CC(C1)OC 6-amino-4-(3-methoxyazetidin-1-yl)nicotinonitrile